CC1(CCC(CC1)CO)C (4,4-dimethylcyclohexyl)methanol